FC1=C(C=CC=C1)C(C)NCC1=NC=C(C=C1)C(F)(F)F 1-(2-Fluorophenyl)-N-((5-(trifluoromethyl)pyridin-2-yl)methyl)ethan-1-amine